1-[(4,4-difluorocyclohexyl)methyl]-3-methyl-N-[6-(methylsulfanyl)pyridazin-4-yl]-4-(trifluoromethyl)-1H-pyrazole-5-carboxamide FC1(CCC(CC1)CN1N=C(C(=C1C(=O)NC1=CN=NC(=C1)SC)C(F)(F)F)C)F